(5S)-6-(1-(2-(2-adamantylamino)-2-oxoethyl)-2-oxo-1,2-dihydropyridin-3-ylamino)-1-(methylamino)-5-(3-methylbenzofuran-2-carboxamido)-1,6-dioxohexan-2-yl acetate C(C)(=O)OC(C(=O)NC)CC[C@@H](C(=O)NC=1C(N(C=CC1)CC(=O)NC1C2CC3CC(CC1C3)C2)=O)NC(=O)C=2OC3=C(C2C)C=CC=C3